C(C\C=C/CCCCC)O (3Z)-3-nonen-1-ol